3,3,4,4,5,5,6,6,6-nonafluorohex-1-enyl carbonate C(OC=CC(C(C(C(F)(F)F)(F)F)(F)F)(F)F)([O-])=O